C(C(C)C)C1=C(C(=C(S1)S(=O)(=O)CCCCNC([O-])=O)C1=CC=C(C=C1)CN1C(=NC=C1)C)C ((5-isobutyl-4-methyl-3-(4-((2-methyl-1H-imidazol-1-yl)methyl)phenyl)thiophene-2-yl)sulfonyl)butylcarbamate